NC1=NC2=C(C=3N1N=C(N3)C=3OC=CC3)SC(N2CCN2CCN(CC2)C2=C(C=C(C=C2)OCC(C)(C)O)F)=O 5-amino-3-(2-(4-(2-fluoro-4-(2-hydroxy-2-methylpropoxy)phenyl)piperazin-1-yl)ethyl)-8-(furan-2-yl)thiazolo[5,4-e][1,2,4]triazolo[1,5-c]pyrimidin-2(3H)-one